5-oxo-7-(4-methoxyphenyl)-6-(4-methoxybenzyl)-2,4-dioxa-6-aza-heptyl-N,N-dimethylamine O=C(OCOCN(C)C)N(CC1=CC=C(C=C1)OC)CC1=CC=C(C=C1)OC